C(C)C=1N=C2N(C=C(C=C2)C2CCNCC2)C1N(C)C=1SC=C(N1)C1=CC=C(C=C1)F (2-Ethyl-6-piperidin-4-yl-imidazo[1,2-a]pyridin-3-yl)-[4-(4-fluoro-phenyl)-thiazol-2-yl]-methyl-amine